O[C@@H](C(=O)N1CC2=C(C1)CN(C2)S(=O)(=O)C2=C(C#N)C=CC=C2)C2=CC=CC=C2 2-({5-[(2R)-2-hydroxy-2-phenylacetyl]-1H,2H,3H,4H,5H,6H-pyrrolo[3,4-c]pyrrol-2-yl}sulfonyl)benzonitrile